ALLYL 3-CYCLOHEXYLPROPANOATE C1(CCCCC1)CCC(=O)OCC=C